tert-butyl 2-[2-ethyl-7-({8-fluoro-2-methylimidazo[1,2-a]pyridin-6-yl}carbamoyl)indazol-4-yl]-2,7-diazaspiro[3.5]nonane-7-carboxylate C(C)N1N=C2C(=CC=C(C2=C1)N1CC2(C1)CCN(CC2)C(=O)OC(C)(C)C)C(NC=2C=C(C=1N(C2)C=C(N1)C)F)=O